3-[[2-methyl-2-(prop-2-enoylamino)propanoyl]amino]propylphosphonic acid CC(C(=O)NCCCP(O)(O)=O)(C)NC(C=C)=O